1-(4-amino-1,2,5-oxadiazol-3-yl)-N'-(quinolin-5-ylmethylene)-1H-1,2,3-triazole-4-carbohydrazide NC=1C(=NON1)N1N=NC(=C1)C(=O)NN=CC1=C2C=CC=NC2=CC=C1